n-ethyl-4-[5-(1-ethylpyrazol-4-yl)benzimidazol-1-yl]-2,6-dimethoxy-benzamide C(C)NC(C1=C(C=C(C=C1OC)N1C=NC2=C1C=CC(=C2)C=2C=NN(C2)CC)OC)=O